O1C(=CC2=C1C=CC=C2)C(=O)C2=CC=C(C=C2)Br benzofuran-2-yl(4-bromophenyl)methanone